((3aR,6aS)-5-(4,6-dimethylpyrimidin-2-yl)pyrrolo[3,4-c]pyrrol-2(1H)-yl)(2-(thiazol-2-yl)indolizine-1-yl)methanone CC1=NC(=NC(=C1)C)N1C=C2C(=C1)CN(C2)C(=O)C=2C(=CN1C=CC=CC21)C=2SC=CN2